C(CC)S(=O)(=O)OC1=C(C=CC=C1)NC(NC1=C(C=CC=C1)OS(=O)(=O)CCC)=O bis-[2-(1-propanesulfonyloxy)phenyl]urea